(S)-4-fluoro-2,3-dihydro-1H-indene-1-amine FC1=C2CC[C@@H](C2=CC=C1)N